(5-Amino-1-(2-cyclopropyl-1H-benzo[d]imidazol-5-yl)-1H-pyrazol-4-yl)(6-bromo-1-(phenyl-sulfonyl)-1H-indol-2-yl)methanone NC1=C(C=NN1C1=CC2=C(NC(=N2)C2CC2)C=C1)C(=O)C=1N(C2=CC(=CC=C2C1)Br)S(=O)(=O)C1=CC=CC=C1